(Z)-4-(4-(5-(4-ethylbenzylidene)-2,4-dioxothiazolidin-3-yl)butanamido)-2-methylbenzoic acid C(C)C1=CC=C(\C=C/2\C(N(C(S2)=O)CCCC(=O)NC2=CC(=C(C(=O)O)C=C2)C)=O)C=C1